3-(5-(6-Amino-4-methylpyridin-2-yl)-4-fluoro-1-oxoisoindolin-2-yl)piperidin-2,6-dion NC1=CC(=CC(=N1)C=1C(=C2CN(C(C2=CC1)=O)C1C(NC(CC1)=O)=O)F)C